NC=1N=CC(=NC1C1=NC=NC=C1)C=1C=C(C=CC1C([2H])([2H])[2H])S(=O)(=O)NC12CC(C1)(C2)C#N 3-(5-Amino-6-(pyrimidin-4-yl)pyrazin-2-yl)-N-(3-cyanobicyclo[1.1.1]pentan-1-yl)-4-(methyl-d3)benzenesulfonamide